CC1=C(C=C2C=CC=NC2=C1)C(C)N 1-(7-methyl-6-quinolyl)ethylamine